OCC1=CC=C(C=C1)CC#N 2-[4-(hydroxymethyl)phenyl]acetonitrile